C(C1=CC=CC=C1)OCCC=1C=C(C(C(=O)O)=CC1)C(=O)O 4-(2-benzyloxyethyl)phthalic acid